C1(CC1)C=1C=C(C(=O)O)C=CC1F 3-cyclopropyl-4-fluorobenzoic acid